ClC1=C(C(=O)N(CC=2OC=CC2)CC2=C(C=CC(=C2)N(C)C)N(S(=O)(=O)C=2C=CC3=C(C(=C(O3)C(=O)O)C)C2)CC)C=CC=C1 5-(N-(2-((2-chloro-N-(furan-2-ylmethyl)benzoylamino)methyl)-4-(dimethylamino)phenyl)-N-ethylsulfamoyl)-3-methylbenzofuran-2-carboxylic acid